O1C(CCC1)CN C-(tetrahydro-furan-2-yl)-methylamine